ClC=1C(=CC(=NC1)OC)C1=CC(=NN1)C(=O)N1CCC(CC1)C(=O)NCC=1C=C2CC(N(C2=CC1)C)=O (5-(5-chloro-2-methoxypyridin-4-yl)-1H-pyrazole-3-carbonyl)-N-((1-methyl-2-oxoindolin-5-yl)methyl)piperidine-4-carboxamide